C(C)(C)C1=CNC2=C1N=C(S2)N2CCN(CC2)C2COC2 6-isopropyl-2-(4-(oxetan-3-yl)piperazin-1-yl)-4H-pyrrolo[3,2-d]thiazole